CS(=O)(=O)C=C[C@@H](CC(F)(F)F)NC([O-])=O ((R)-3-methylsulfonyl-1-(2,2,2-trifluoroethyl)allyl)carbamate